CN1N=NN(C1=O)C(C)C1=CC=C(C=C1)C1=NOC(=N1)C(F)(F)F 1-methyl-4-[1-[4-[5-(trifluoromethyl)-1,2,4-oxadiazol-3-yl]phenyl]ethyl]tetrazol-5-one